6-((4-methoxybenzyl)thio)imidazo[1,2-a]pyridine COC1=CC=C(CSC=2C=CC=3N(C2)C=CN3)C=C1